N-(1-(butylsulfonyl)piperidin-4-yl)-N-(3-chlorobenzyl)isoquinoline-3-carboxamide C(CCC)S(=O)(=O)N1CCC(CC1)N(C(=O)C=1N=CC2=CC=CC=C2C1)CC1=CC(=CC=C1)Cl